C1(CC1)C1=NN(C=C1N1C=CC=2C1=NC=CC2)[C@@H]2C[C@H](C2)CN (trans-3-(3-cyclopropyl-4-(1H-pyrrolo[2,3-b]pyridin-1-yl)-1H-pyrazol-1-yl)cyclobutyl)methanamine